N-(3-chloro-2-fluorophenyl)-7-((1,4-dimethylpiperidin-4-yl)ethynyl)-6-nitroquinazolin-4-amine ClC=1C(=C(C=CC1)NC1=NC=NC2=CC(=C(C=C12)[N+](=O)[O-])C#CC1(CCN(CC1)C)C)F